N1CC(C1)N1CCC(CC1)C=1N=C2N(C=C(C(=C2)C(C)(C)O)NC(=O)C2=NC(=CC=C2)C(F)(F)F)C1 N-(2-(1-(azetidin-3-yl)piperidin-4-yl)-7-(2-hydroxypropan-2-yl)imidazo[1,2-a]pyridin-6-yl)-6-(trifluoromethyl)pyridine-2-carboxamide